C[C@@]12OO[C@]34[C@@H](CC1)[C@@H](CC[C@H]3[C@H]([C@H](O[C@@H]4O2)OCC(F)(F)F)C)C (3R,5aS,6R,8aS,9R,10S,12R,12aR)-3,6,9-trimethyl-10-(2,2,2-trifluoroethoxy)decahydro-12H-3,12-epoxypyrano[4,3-j][1,2]benzodioxepine